ammonium diacetic acid C(C)(=O)O.C(C)(=O)O.[NH4+]